OC1=CC(=C(C=O)O1)C 5-hydroxy-methyl-furfural